NC1=C2N=C(N(C2=NC(=N1)F)CC=1C=CC(=C(COC=2C=C(C=CC2)CO)C1)Br)Br (3-((5-((6-amino-8-bromo-2-fluoro-9H-purin-9-yl)methyl)-2-bromobenzyl)oxy)phenyl)methanol